N(=NC1=CC=C(N)C=C1)C1=CC=C(N)C=C1 4,4'-Azodianiline